2-chloro-6-(dimethylamino)-N,N-dimethylpyridine-4-carboxamide ClC1=NC(=CC(=C1)C(=O)N(C)C)N(C)C